ClC(OC1=CC=C(C=C1)NC(=O)C1=CC2=C(N(C(=N2)C(C)C)C)C(=C1)C=1C=NC=NC1)(F)F N-(4-(chlorodifluoromethoxy)phenyl)-2-isopropyl-1-methyl-7-(pyrimidin-5-yl)-1H-benzo[d]Imidazole-5-carboxamide